(+/-)-(1S,3S)-3-(4-(5-(((cyclopentyl(methyl)carbamoyl)oxy)methyl)-1-methyl-1H-imidazol-4-yl)-2-fluorophenoxy)cyclohexane-1-carboxylic acid C1(CCCC1)N(C(=O)OCC1=C(N=CN1C)C1=CC(=C(O[C@@H]2C[C@H](CCC2)C(=O)O)C=C1)F)C |r|